C(C)(C)(C)OC(=O)N1CCC=2C=C(C=NC2C1)I 3-iodo-5,8-dihydro-1,7-naphthyridine-7(6H)-carboxylic acid tert-butyl ester